ornithine, hydrochloride Cl.N[C@@H](CCCN)C(=O)O